FC1=CC=C(OC2=C3CCCCCCCCCCCCOC[C@]45[C@@H](N(C(CNC(C(C=C2)=C3)=O)=O)[C@@H](C5)C(=O)O)C4)C=C1 (1R,26S,29S)-17-(4-fluorophenoxy)-21,24-dioxo-3-oxa-22,25-diazatetracyclo[23.2.2.116,20.01,26]triaconta-16,18,20(30)-triene-29-carboxylic acid